[N+](=O)([O-])C1=CC=C(C=C1)C(C(C)=O)C(C)=O 3-(4-nitrophenyl)pentane-2,4-dione